3-bromo-4-(6,6-difluoro-2-azaspiro[3.3]heptane-2-carbonyl)benzonitrile BrC=1C=C(C#N)C=CC1C(=O)N1CC2(C1)CC(C2)(F)F